C1(CC1)C1=C2C=CC=C(C2=CC=C1)C1=C(C(=O)N)C=CC(=C1)F (5-Cyclopropylnaphthalen-1-yl)-4-fluorobenzamide